BrC(C(C([2H])([2H])[2H])([2H])[2H])([2H])[2H] 1-bromopropane-1,1,2,2,3,3,3-d7